iron-indium [In].[Fe]